((4-((4-cyanophenyl)amino)-7-fluoroquinazolin-2-yl)thio)acetic acid C(#N)C1=CC=C(C=C1)NC1=NC(=NC2=CC(=CC=C12)F)SCC(=O)O